COC(=O)C1CCN(CC1)CC1=NC=C(C=C1)N1CC(C1)C1=C(C=CC=C1Cl)Cl 1-((5-(3-(2,6-dichlorophenyl)azetidin-1-yl)pyridin-2-yl)methyl)piperidine-4-carboxylic acid methyl ester